C(C)(=O)[O-].C(C)(=O)[O-].C(C)(=O)[O-].C(CCC)[Sn+3] butyltin triacetate